Cl.ClC1=C(C=2CC3(N(C2C=C1F)CCNC3)C3=CC=CC=C3)C3=C(C(=O)NCC)C=CC(=C3F)OCCO 2-((9S)-8-chloro-7-fluoro-10a-phenyl-1,2,3,4,10,10a-hexahydropyrazino[1,2-a]indol-9-yl)-N-ethyl-3-fluoro-4-(2-hydroxyethoxy)benzamide hydrochloride